tert-butyl ((S)-1-((S)-1-phenylethyl)-pyrrolidin-3-yl)carbamate C1(=CC=CC=C1)[C@H](C)N1C[C@H](CC1)NC(OC(C)(C)C)=O